C(CCCCCCCCCC)P(O)(O)=O n-undecyl-phosphonic acid